2-(4-(1-azido-2-(pyrrolidin-1-yl)ethyl)phenyl)-5-(difluoromethyl)-1,3,4-oxadiazole N(=[N+]=[N-])C(CN1CCCC1)C1=CC=C(C=C1)C=1OC(=NN1)C(F)F